2-(1-Cyclohexyl-1H-pyrazol-4-yl)-5-[({1-[2-fluoro-4-(trifluoromethyl)phenyl]cyclopropyl}carbonyl)amino]benzoic acid C1(CCCCC1)N1N=CC(=C1)C1=C(C(=O)O)C=C(C=C1)NC(=O)C1(CC1)C1=C(C=C(C=C1)C(F)(F)F)F